NC=1C=C(C=C(C1)C(F)(F)F)[C@@H](C)NN1CCC(C=C1)=O 1-(((R)-1-(3-amino-5-(trifluoromethyl)phenyl)ethyl)amino)-4-oxo-3,4-dihydropyridine